(S)-N-(3-(5-chloro-2-methoxyphenyl)-1-(2-hydroxy-2-methylbutyl)-1H-pyrazol-4-yl)pyrazolo[1,5-a]pyrimidine-3-carboxamide ClC=1C=CC(=C(C1)C1=NN(C=C1NC(=O)C=1C=NN2C1N=CC=C2)C[C@@](CC)(C)O)OC